C(C)(C)C1=C(NC=2N=C(N=C(C21)N)C2=CC=CC=C2)C2=CC=CC=C2 isopropyl-2,6-diphenyl-7H-pyrrolo[2,3-d]pyrimidin-4-amine